FC1=C(C(=CC(=C1)OC1CN(C1)CCCF)F)[C@H]1N([C@@H](CC2=C1NC1=CC=CC(=C21)F)C)CC(C)(C)F (1R,3R)-1-(2,6-difluoro-4-((1-(3-fluoropropyl)azetidin-3-yl)oxy)phenyl)-5-fluoro-2-(2-fluoro-2-methylpropyl)-3-methyl-2,3,4,9-tetrahydro-1H-pyrido[3,4-b]indole